ClC1=CC=C(C=C1)C(N1CC2(C1)CCN(CC2)C2=CC(=C(C(=O)NS(=O)(=O)C1=CC(=C(C=C1)NCC1CCOCC1)[N+](=O)[O-])C=C2)OC=2C=C1C(=NC2)NC=C1)C1CCCC1 4-[2-[(4-chlorophenyl)-cyclopentyl-methyl]-2,7-diazaspiro[3.5]nonan-7-yl]-N-[3-nitro-4-(tetrahydropyran-4-ylmethylamino)phenyl]sulfonyl-2-(1H-pyrrolo[2,3-b]pyridin-5-yloxy)benzamide